ClC=1C=C(C=C(C1OC1=NNC(C2=CC(=CC=C12)C)=O)Cl)N1N=C(C(NC1=O)=O)C#N 2-(3,5-dichloro-4-((6-methyl-4-oxo-3,4-dihydro-phthalazin-1-yl)oxy)phenyl)-3,5-dioxo-2,3,4,5-tetrahydro-1,2,4-triazine-6-carbonitrile